FC(C=1C(=C(C=CC1)C(C)NC=1C=2C(N=C(N1)O)=CC(N(C2)N2CCOCC2)=O)F)F 4-((1-(3-(difluoromethyl)-2-fluorophenyl)ethyl)amino)-2-hydroxy-6-morpholinopyrido[4,3-d]pyrimidin-7(6H)-one